2-(2-((2-(2,6-dioxopiperidin-3-yl)-1,3-dioxoisoindolin-4-yl)thio)ethoxy)propanoic acid O=C1NC(CCC1N1C(C2=CC=CC(=C2C1=O)SCCOC(C(=O)O)C)=O)=O